[N+](=O)([O-])C1=C(C(=C(C(C#N)=C1)C#N)[N+](=O)[O-])[N+](=O)[O-] trinitrophthalonitrile